O[C@@H]1[C@@H]([C@H]([C@@]2(OC3=C([C@@]21O)C(=CC(=C3)O)OC)C3=CC=C(C=C3)OC)C3=CC=CC=C3)C(=O)OC |r| rac-methyl (1R,2R,3S,3aR,8bS)-1,6,8b-trihydroxy-8-methoxy-3a-(4-methoxyphenyl)-3-phenyl-2,3,3a,8b-tetrahydro-1H-cyclopenta[b]benzofuran-2-carboxylate